[Si](C)(C)(C(C)(C)C)OCC1=C(C(=CC(=C1)NC1=NN(C=C1C(N)=O)[C@@H]1COCC[C@H]1C#N)Cl)B(O)O [2-[[tert-butyl(dimethyl)silyl]oxymethyl]-4-[[4-carbamoyl-1-(trans-4-cyanotetrahydro-2H-pyran-3-yl)pyrazol-3-yl]amino]-6-chloro-phenyl]boronic acid